methyl 2-(difluoromethyl)-9,9-dimethyl-8,9-dihydro-7H-cyclopenta[d]imidazo[1,2-b]pyridazine-7-carboxylate FC(C=1N=C2N(N=CC3=C2C(CC3C(=O)OC)(C)C)C1)F